O([C@H]1[C@H](O)[C@@H](O)[C@H](O)[C@H](O1)CO)CCCCCCCCCCN (10-Aminodecyl) β-D-glucopyranoside